(2R,3R,4R,5S)-2-(hydroxymethyl)-1-(2-(thiophen-2-yl)ethyl)piperidine-3,4,5-triol OC[C@H]1N(C[C@@H]([C@H]([C@@H]1O)O)O)CCC=1SC=CC1